S1C(=NC2=C1C=CC=C2)NC(=O)C=2C=CC=C1CCN(CC21)C2=CC=C(C(=N2)C(=O)OC(C)(C)C)C2=C(C(=CC=C2)OC2=C(C=CC=C2)CCC(=O)NC2=CC=C(C=C2)C2C(NC(CC2)=O)=O)C tert-butyl 6-(8-(benzo[d]thiazol-2-ylcarbamoyl)-3,4-dihydroisoquinolin-2(1H)-yl)-3-(3-(2-(3-((4-(2,6-dioxopiperidin-3-yl)phenyl)amino)-3-oxopropyl)phenoxy)-2-methylphenyl)picolinate